4-bromo-N-(3-methoxycyclobutyl)benzamide BrC1=CC=C(C(=O)NC2CC(C2)OC)C=C1